methyl 3-bromo-1-{2-[(tert-butoxycarbonyl)amino]-2-methylpropyl}-1H-pyrazole-5-carboxylate BrC1=NN(C(=C1)C(=O)OC)CC(C)(C)NC(=O)OC(C)(C)C